(5-(2,6-dichloro-3,5-dimethoxyphenethyl)-1H-pyrazol-3-yl)aniline ClC1=C(CCC2=CC(=NN2)NC2=CC=CC=C2)C(=C(C=C1OC)OC)Cl